2-(4-methylbenzoyl)-6-p-toluenesulfonylamino-4(3H)-quinazolinone CC1=CC=C(C(=O)C2=NC3=CC=C(C=C3C(N2)=O)NS(=O)(=O)C2=CC=C(C)C=C2)C=C1